(3-(4-aminophenyl)-5-(pyridin-2-yl)-4,5-dihydro-1H-pyrazol-1-yl)(4-bromo-2-fluorophenyl)methanone NC1=CC=C(C=C1)C1=NN(C(C1)C1=NC=CC=C1)C(=O)C1=C(C=C(C=C1)Br)F